FCCCN1CC(C1)CC1=CC=C(C=C1)C1=C(CCCC=2C=3C=CNC3C=CC21)C2=CC(=CC=C2)C(F)(F)F 6-(4-((1-(3-fluoropropyl)azetidin-3-yl)methyl)phenyl)-7-(3-(trifluoromethyl)phenyl)-3,8,9,10-tetrahydrocyclohepta[e]indole